[S-2].[Zn+2].[Cu+2].[S-2] copper-zinc-sulfide